BrC1=CC=C(C=C1)C1NCCOC1 3-(4-bromo-phenyl)morpholine